3-tert-butylamino-1-butanol C(C)(C)(C)NC(CCO)C